(S)-(4-(1-aminoethyl)thiazol-2-yl)(1H-pyrrolo[2,3-b]pyridin-3-yl)methanone N[C@@H](C)C=1N=C(SC1)C(=O)C1=CNC2=NC=CC=C21